N-(3-(3-((2,6-Dioxopiperidin-3-yl)amino)phenyl)prop-2-yn-1-yl)-5-(8-(7-isopropoxy-1,3-dimethyl-2-oxo-1,2-dihydro-1,6-naphthyridin-5-yl)isoquinolin-3-yl)picolinamide O=C1NC(CCC1NC=1C=C(C=CC1)C#CCNC(C1=NC=C(C=C1)C=1N=CC2=C(C=CC=C2C1)C1=C2C=C(C(N(C2=CC(=N1)OC(C)C)C)=O)C)=O)=O